COC(C1=C(C=CC=C1)[C@H]1O[C@H]([C@@H](C1(F)F)OC(C)=O)N1C=2N=C(NC(C2N=C1)=O)NC(C)=O)=O ((2R,4S,5R)-5-(2-acetamido-6-oxo-1,6-dihydro-9H-purin-9-yl)-4-acetoxy-3,3-difluorotetrahydrofuran-2-yl)benzoic acid methyl ester